ClC1=NC=C2C=C(C(N(C2=C1)C)=O)C=1C=NC(=CC1C)C(CC1CC1)=O 7-chloro-3-[6-(2-cyclopropylacetyl)-4-methylpyridin-3-yl]-1-methyl-1,6-naphthyridin-2-one